[C@H]12CNC[C@H](CC1)N2C2=CC(=C(C=C2)NC2=NC=C(C(=N2)NC=2C=CC=C1CNC(C21)=O)C(F)(F)F)OC(F)F 7-((2-((4-((1R,5S)-3,8-diazabicyclo[3.2.1]octan-8-yl)-2-(difluoromethoxy)phenyl)amino)-5-(trifluoromethyl)pyrimidin-4-yl)amino)isoindolin-1-one